4-hydroxyphenylbenzylmethylsulfonium tetrakis(pentafluorophenyl)borate (1R,2S)-5,7-Dichloro-1-hydroxy-2,3-dihydro-1H-inden-2-yl-carbamat ClC=1C=C2C[C@@H]([C@@H](C2=C(C1)Cl)O)NC([O-])=O.FC1=C(C(=C(C(=C1[B-](C1=C(C(=C(C(=C1F)F)F)F)F)(C1=C(C(=C(C(=C1F)F)F)F)F)C1=C(C(=C(C(=C1F)F)F)F)F)F)F)F)F.OC1=CC=C(C=C1)[S+](C)CC1=CC=CC=C1.OC1=CC=C(C=C1)[S+](CC1=CC=CC=C1)C